N1(CCN(CCN(CCNCC1)CCNC(=O)C=1N(C(C=CC1)=O)OCC1=CC=CC=C1)CCNC(=O)C=1N(C(C=CC1)=O)OCC1=CC=CC=C1)CCNC(=O)C=1N(C(C=CC1)=O)OCC1=CC=CC=C1 N,N',N''-((1,4,7,10-Tetraazacyclododecane-1,4,7-triyl)tris(ethane-2,1-diyl))tris(1-(benzyloxy)-6-oxo-1,6-dihydropyridine-2-carboxamide)